1-(3-(tert-butyl)-1-phenyl-1H-pyrazol-5-yl)-3-(2-fluoro-4-((7-oxo-7,8-dihydro-1,8-naphthyridin-4-yl)oxy)phenyl)urea C(C)(C)(C)C1=NN(C(=C1)NC(=O)NC1=C(C=C(C=C1)OC1=CC=NC=2NC(C=CC12)=O)F)C1=CC=CC=C1